NC1=NN2C(C=C(C=C2)C=2C(=C(C(=O)OC)C(=CC2)C=C)F)=N1 methyl 3-(2-amino-[1,2,4]triazolo[1,5-a]pyridin-7-yl)-2-fluoro-6-vinylbenzoate